C1CCCCSSCCC1 ethylene-bis(Propyl) disulfide